CN1C(C(=CC=C1)CC1N(C(C2=CC=CC=C12)=O)CC1=CC2=C(NC(O2)=O)C=C1)=O 6-((1-((1-methyl-2-oxo-1,2-dihydropyridin-3-yl)methyl)-3-oxoisoindolin-2-yl)methyl)benzo[d]oxazol-2(3H)-one